C1(CCCCC1)N1C(=CC(=C1)[N+](=O)[O-])C(=O)OCC ethyl 1-cyclohexyl-4-nitropyrrole-2-carboxylate